(5S,6S,9R)-5-amino-6-(2,3-difluorophenyl)-6,7,8,9-tetrahydro-5H-cyclohepta[b]pyridin-9-yl 4-(2-oxo-2,3-dihydro-1H-imidazo[4,5-b]pyridin-1-yl)-1-piperidinecarboxylate O=C1N(C=2C(=NC=CC2)N1)C1CCN(CC1)C(=O)O[C@@H]1CC[C@H]([C@@H](C=2C1=NC=CC2)N)C2=C(C(=CC=C2)F)F